ClC=1C(=NC=C(C1)C(F)(F)F)CNC(=O)C1CN(C(C1)=O)C1CCC1 N-[[3-chloro-5-(trifluoromethyl)pyridin-2-yl]methyl]-1-cyclobutyl-5-oxopyrrolidine-3-carboxamide